tributyl-(4-(hydrazinecarbonyl)benzyl)phosphonium bromide [Br-].C(CCC)[P+](CC1=CC=C(C=C1)C(=O)NN)(CCCC)CCCC